The molecule is a member of the class of aliphatic nitriles that is octanenitrile in which one of the methyl hydrogens at position 8 has been replaced by a methylsulfinyl group. It has a role as a plant metabolite. It is an aliphatic nitrile and a sulfoxide. CS(=O)CCCCCCCC#N